C(C)C=1C=NC2=CC(=CN=C2C1)CN1CCN(CC1)C=1C=C2CN(C(C2=CC1)=O)C 3-Ethyl-7-((4-(2-methyl-1-oxoisoindoline-5-yl)piperazine-1-yl)methyl)-1,5-naphthyridine